3-(4-((3-(benzo[b]thiophen-2-yl)-1-cyclopentyl-1H-indazol-6-yl)methoxy)phenyl)butanoic acid S1C2=C(C=C1C1=NN(C3=CC(=CC=C13)COC1=CC=C(C=C1)C(CC(=O)O)C)C1CCCC1)C=CC=C2